BrC=1C=CC2=C(C=CB(O2)O)C1C 6-bromo-2-hydroxy-5-methyl-1,2-benzoxaborinine